N1C=NC2(C1)C(NC1=CC=CC=C12)=O cis-oxindolespiro-imidazoline